N-[2-(1-benzylpiperidin-4-yl)-2-hydroxyethyl]-1-[4-(trifluoromethoxy)phenyl]piperidine-4-carboxamide C(C1=CC=CC=C1)N1CCC(CC1)C(CNC(=O)C1CCN(CC1)C1=CC=C(C=C1)OC(F)(F)F)O